C(C)C1=NN=C(O1)[C@]12C[C@H](C[C@H](N1C(=O)NC1=NC=C(C(=C1)C1=NC=C(C=N1)F)C(F)(F)F)C2)C (1R,3S,5S)-1-(5-ethyl-1,3,4-oxadiazol-2-yl)-N-(4-(5-fluoropyrimidin-2-yl)-5-(trifluoromethyl)pyridin-2-yl)-3-methyl-6-azabicyclo[3.1.1]heptane-6-carboxamide